FC=1C=2CCCC2C(=C2C1CC2)NC(=O)N[S@@](=O)(=NC(C2=CC=CC=C2)(C2=CC=CC=C2)C2=CC=CC=C2)C=2C=NN1C2OC[C@H](C1)N(C(OC(C)(C)C)=O)C tert-butyl ((S)-3-((S)-N-((7-fluoro-2,4,5,6-tetrahydro-1H-cyclobuta[f]inden-3-yl)carbamoyl)-N'-tritylsulfamimidoyl)-6,7-dihydro-5H-pyrazolo[5,1-b][1,3]oxazin-6-yl)(methyl)carbamate